2,2,2-trifluoro-1-(1-methyl-1H-imidazol-2-yl)ethan-one FC(C(=O)C=1N(C=CN1)C)(F)F